C(C)(C)(C)OC(=O)N1C=C(C2=CC(=CC=C12)O[C@@H]1C[C@@H](C1)C=1C=NC(=CC1)C(F)(F)F)NC(=O)OC(C)(C)C 3-((tert-butoxycarbonyl)amino)-5-(cis-3-(6-(trifluoromethyl)pyridin-3-yl)cyclobutoxy)-1H-indole-1-carboxylic acid tert-butyl ester